C1(=CC(=CC=C1)C1=NC(=NC=C1Cl)N[C@@H]1C[C@@H](CCC1)N)C1=CC=CC=C1 cis-N1-(4-([1,1'-biphenyl]-3-yl)-5-chloropyrimidin-2-yl)cyclohexane-1,3-diamine